C(\C=C\C(=O)[O-])(=O)OC(C)(C)C1CCC(CC1)CC(C)C (4-isobutylcyclohexyl)isopropyl fumarate